3-{2-[(3S)-2,6-dioxopiperidin-3-yl]-1-oxo-2,3-dihydro-1H-isoindol-5-yl}isoquinoline-1-carboxylic acid amide O=C1NC(CC[C@@H]1N1C(C2=CC=C(C=C2C1)C=1N=C(C2=CC=CC=C2C1)C(=O)N)=O)=O